(1R,2S)-cyclobutane-1,2-diamine [C@@H]1([C@H](CC1)N)N